5-((4-methoxybenzyl)thio)thiazole-2-carbaldehyde COC1=CC=C(CSC2=CN=C(S2)C=O)C=C1